1-Methyl-4-butylpyridinium acetat C(C)(=O)[O-].C[N+]1=CC=C(C=C1)CCCC